titanium mono-n-butoxytitanium C(CCC)O[Ti].[Ti]